C(#N)C=1C=CC=2NC(N(CC2N1)CC(=O)N[C@@H](C)C1=C(C=C(C=C1)F)F)=O (S)-2-(6-cyano-2-oxo-1,4-dihydropyrido[3,2-d]pyrimidin-3(2H)-yl)-N-(1-(2,4-difluorophenyl)ethyl)acetamide